N(/N)=C\C1=C(N(C=2N=CSC21)C)C(=O)OCC Ethyl (E)-6-(hydrazonomethyl)-4-methyl-4H-pyrrolo[2,3-d]thiazole-5-carboxylate